NCC=1C=NN(C1)CC1=CC2=C(C(=NO2)NS(=O)(=O)C2=CC=C(C(=O)OC)C=C2)C(=C1)OC methyl 4-(N-(6-((4-(aminomethyl)-1H-pyrazol-1-yl)methyl)-4-methoxy benzo[d]isoxazol-3-yl) sulfamoyl)benzoate